[(1Z)-2-[8-(4,4-difluoropiperidin-1-yl)quinolin-6-yl]-1-fluoroethenyl]boronic acid FC1(CCN(CC1)C=1C=C(C=C2C=CC=NC12)\C=C(/F)\B(O)O)F